ClC1=NC=CC(=C1)OC1=C(C=C(C=C1F)CO)F (4-((2-chloropyridin-4-yl)oxy)-3,5-difluorophenyl)methanol